ClC1=CC(=C(C=C1)C=1C=2N(N=C(C1)[C@@H]1C[C@@H](OCC1)C1=CN(C(C=C1)=O)CC1CC1)C(C(=C(N2)C)C)=O)F 9-(4-chloro-2-fluoro-phenyl)-7-[(2R,4S)-2-[1-(cyclopropylmethyl)-6-keto-3-pyridyl]tetrahydropyran-4-yl]-2,3-dimethyl-pyrimido[1,2-b]pyridazin-4-one